NC1=C2C=C(C(=CC2=CC(=C1)S(=O)(=O)O)S(=O)(=O)O)N=NC1=CC=CC=C1 5-amino-3-(phenylazo)-2,7-naphthalenedisulfonic acid